C1(CCCC1)NC1=CN=CC(=N1)NC=1C(=NOC1C1=CC=C(C(=N1)C)NC(=O)[C@@H]1[C@H](CCCC1)C(=O)OC(C)(C)C)C tert-butyl (1S,2S)-2-((6-(4-((6-(cyclopentylamino)pyrazin-2-yl)amino)-3-methylisoxazol-5-yl)-2-methylpyridin-3-yl)carbamoyl)cyclohexane-1-carboxylate